(E)-3-hydroxy-6-(2-(4-methylpiperazin-1-yl)ethyl)pyridineformaldoxime OC=1C(=NC(=CC1)CCN1CCN(CC1)C)\C=N\O